1-[(4-bromophenyl)carbonyl]-2-fluoroindolizine-3-carboxylic acid ethyl ester C(C)OC(=O)C1=C(C(=C2C=CC=CN12)C(=O)C1=CC=C(C=C1)Br)F